C(C)OC(=O)C=1SC(=CN1)C=1C=NC(=CC1C(F)F)NC1(CCC1)C 5-(4-(difluoromethyl)-6-((1-methylcyclobutyl)amino)pyridin-3-yl)thiazole-2-carboxylic acid ethyl ester